FC1=CC=C2CCC(CC2=C1)NC(=O)C1=CC=NC=2N1N=C(C2C(=O)N)COC N7-(7-fluorotetralin-2-yl)-2-(methoxymethyl)pyrazolo[1,5-a]pyrimidine-3,7-dicarboxamide